CN1C(C2=C(C(=C1)C1=CC=CC=3NC(C(OC31)C3CCOCC3)=O)C=CN2)=O 8-(6-methyl-7-oxo-6,7-dihydro-1H-pyrrolo[2,3-c]pyridin-4-yl)-2-(tetrahydro-2H-pyran-4-yl)-2H-1,4-benzoxazin-3(4H)-one